((1-(azepan-4-ylmethyl)pyrrolidin-3-yl)methyl)-1-(3-(4-methoxyphenyl)-1,2,4-oxadiazol-5-yl)piperidine-4-carboxamide N1CCC(CCC1)CN1CC(CC1)CC1N(CCC(C1)C(=O)N)C1=NC(=NO1)C1=CC=C(C=C1)OC